C1(CCCC1)N1C(CN(C=2C(N[C@](NC12)(N)NC=1C=C2CCN(CC2=CC1OC)C(=O)C1CC1)=O)C)CC (R)-8-cyclopentyl-2-{[2-(cyclopropanecarbonyl)-7-methoxy-1,2,3,4-tetrahydroisoquinolin-6-yl]amino}-7-ethyl-5-methyl-7,8-dihydropterin